bis(1-hydroxyethyl) ditelluride OC(C)[Te][Te]C(C)O